ClC=1C=C(C=CC1Cl)C=1N=C(SC1SC(C)C)N1N=C(C(=C1C(=O)O)C1=CC=CC=C1)C 1-(4-(3,4-dichlorophenyl)-5-(isopropylsulfanyl)thiazol-2-yl)-3-methyl-4-phenyl-1H-pyrazole-5-carboxylic acid